CC1OC(CN(C1)C1=CC=C(C=C1)NC1C(N(C2=C(O1)C=CC=C2)CCCNC)=O)C ((4-(2,6-dimethylmorpholino)phenyl)amino)-4-(3-(methylamino)propyl)-2H-benzo[b][1,4]oxazin-3(4H)-one